COC1=NC=NC(=C1Br)C 4-methoxy-5-bromo-6-methylpyrimidine